(3S,4R)-7-bromo-4-(((S)-tert-butylsulfinyl)amino)-3,8-difluorochroman-4-carboxamide BrC1=CC=C2[C@]([C@@H](COC2=C1F)F)(C(=O)N)N[S@@](=O)C(C)(C)C